Cl.FC=1C=C(C=CC1)[C@H](O)[C@@H]1N[C@@H](CC1)CC1CCOCC1 (S)-(3-Fluorophenyl)((2R,5S)-5-((tetrahydro-2H-pyran-4-yl)methyl)-pyrrolidin-2-yl)methanol hydrochloride